FC1=CC=C(C=C1)C1=NN2C(CNCC2)=C1C1=CC(=NC=C1)CC(F)(F)F 2-(4-fluorophenyl)-3-(2-(2,2,2-trifluoroethyl)pyridin-4-yl)-4,5,6,7-tetrahydropyrazolo[1,5-a]pyrazine